3-((tert-butyldimethylsilyloxy)-1,1-dimethyl-2,3-dihydro-1H-inden-4-yl)-1-(1-trityl-1H-imidazol-4-yl)ethanol [Si](C)(C)(C(C)(C)C)OC1C(C2=CC=CC(=C2C1)N1CN(C=C1C(C)O)C(C1=CC=CC=C1)(C1=CC=CC=C1)C1=CC=CC=C1)(C)C